(2RS)-2-(3-fluorophenyl)-2-[6-(6-piperazin-1-yl-3-pyridyl)indazol-2-yl]-N-thiaAzol-2-yl-acetamide hydrochloride Cl.FC=1C=C(C=CC1)[C@H](C(=O)NC=1SC=CN1)N1N=C2C=C(C=CC2=C1)C=1C=NC(=CC1)N1CCNCC1 |r|